2-(hydroxy(3-nitrophenyl)methyl)cyclohexanone OC(C1C(CCCC1)=O)C1=CC(=CC=C1)[N+](=O)[O-]